NC=1C=C(C(=O)OC)C=C(C1O)F methyl 3-amino-5-fluoro-4-hydroxybenzoate